(R)-2-(2-((5-chloro-4-(5,5-dimethyl-5,6-dihydro-4H-pyrrolo[1,2-b]pyrazol-3-yl)pyridin-2-yl)amino)-2-oxoethyl)-N-methylpyrrolidine-1-carboxamide ClC=1C(=CC(=NC1)NC(C[C@@H]1N(CCC1)C(=O)NC)=O)C1=C2N(N=C1)CC(C2)(C)C